[C@@H]1([C@H](O)[C@H](O)[C@@H](CO)O1)N1N=CC=2C(N)=NC=NC12 8-aza-7-deazaadenosine